CC(C1=CC(=CC=C1)OC2=CC=CC=C2)C(=O)[O-].CC(C1=CC(=CC=C1)OC2=CC=CC=C2)C(=O)[O-].[Ca+2] The molecule is the anhydrous form of the calcium salt of fenprofen. The dihydrate form is used as a non-steroidal anti-inflammatory drug for the management of mild to moderate pain and for the relief of pain and inflammation associated with disorders such as arthritis. It has a role as a cyclooxygenase 2 inhibitor and a cyclooxygenase 1 inhibitor. It contains a fenoprofen(1-).